1-morpholin-4-yl-methanone N1(CCOCC1)C=O